C(C1=CC=CC=C1)N1C(C2=C(C=3C=CC=NC13)CCN(C2)CC2=NN(C=C2)C)=O 6-benzyl-3-((1-methyl-1H-pyrazol-3-yl)methyl)-2,3,4,6-tetrahydropyrido[3,4-c][1,8]naphthyridine-5(1H)-one